N1C=NC2=C1C=CC(=C2)N2C(C1=CC=CC=C1[C@@H]2C2=CC=C(C=C2)OCCC)=O (S)-2-(1H-benzo[d]imidazol-5-yl)-3-(4-propoxyphenyl)isoindolin-1-one